ClC1=C(C=CC=C1)C(F)(F)F ortho-chlorobenzotrifluoride